1,3,4-triphenyl-1H-1,2,4-triazolium C1(=CC=CC=C1)[NH+]1N=C(N(C1)C1=CC=CC=C1)C1=CC=CC=C1